C1(CC1)N1N=NC(=C1)C(=O)NC1CN(C1)C(C)C1=CNC(C=C1)=O 1-cyclopropyl-N-(1-(1-(6-oxo-1,6-dihydropyridin-3-yl)ethyl)azetidin-3-yl)-1H-1,2,3-triazole-4-carboxamide